(2S,3S)-3-(4-fluoro-2-methylphenyl)butan-2-yl-N-[(3-acetoxy-4-methoxypyridin-2-yl)carbonyl]-L-alanine FC1=CC(=C(C=C1)[C@@H](C(C)N([C@@H](C)C(=O)O)C(=O)C1=NC=CC(=C1OC(C)=O)OC)C)C